C(C)(C)C1=C(C=C(C=C1)C)N1/C(/SCC1=O)=N/C(=O)NC1=C(C=C(C=C1)C1=NN(C=N1)C1=NC=C(C=C1)C(F)(F)F)C (Z)-1-(3-(2-isopropyl-5-methylphenyl)-4-oxothiazolidin-2-ylidene)-3-(2-methyl-4-(1-(5-(trifluoromethyl)pyridin-2-yl)-1H-1,2,4-triazol-3-yl)phenyl)urea